FC=1C=C(C=C2C3(C(NC12)=O)CCC3)OC 7'-fluoro-5'-methoxyspiro[cyclobutane-1,3'-indolin]-2'-one